6-[5-Methyl-1-[(3R)-pyrrolidin-3-yl]pyrazol-4-yl]-4-[[(1R)-1-(pyridin-2-yl)ethyl]amino]pyrazolo[1,5-a]pyridine-3-carbonitrile CC1=C(C=NN1[C@H]1CNCC1)C=1C=C(C=2N(C1)N=CC2C#N)N[C@H](C)C2=NC=CC=C2